rac-(3ar,4r,6ar)-1-(5-(2-cyanopyridin-4-yl)oxazole-2-carbonyl)-4-methylhexahydropyrrolo[3,4-b]-pyrrole-5(1H)-carbonitrile C(#N)C1=NC=CC(=C1)C1=CN=C(O1)C(=O)N1[C@@H]2[C@H](CC1)[C@H](N(C2)C#N)C |r|